1-methoxy-N,N,N-trimethyl-1-oxopentan-2-aminium COC(C(CCC)[N+](C)(C)C)=O